OC/C(=C/CC/C(=C/COC1=C(C=C2C=CC(OC2=C1)=O)OC)/C)/C 7-{[(2E,6E)-8-Hydroxy-3,7-dimethylocta-2,6-dien-1-yl]oxy}-6-methoxy-2H-chromen-2-one